4-[(trans-4-aminocyclohexyl)amino]-N'-(2-chloro-5-fluoro-phenyl)-6-(1H-pyrazol-4-yl)-pyrrolo[1,2-b]pyridazine-3-carboxamidine N[C@@H]1CC[C@H](CC1)NC=1C=2N(N=CC1C(=NC1=C(C=CC(=C1)F)Cl)N)C=C(C2)C=2C=NNC2